C(C=C)(=O)N1CC(CC1)C=1C=C(N2C=NC=CC21)C2=CC=C(C(=O)NC1=C(C=CC=C1)F)C=C2 4-(5-(1-acryloylpyrrolidin-3-yl)pyrrolo[1,2-c]pyrimidin-7-yl)-N-(2-fluorophenyl)benzamide